2-((1s,4s)-4-(3,6-diazabicyclo[3.1.1]heptan-3-yl)cyclohexyl)-6-methyl-N-(5-methyl-1H-pyrazol-3-yl)pyrimidin-4-amine [C@H]12CN(CC(N1)C2)C2CCC(CC2)C2=NC(=CC(=N2)NC2=NNC(=C2)C)C